FC1(CCN(CC1)CC1=CC=CC=N1)F 6-((4,4-difluoropiperidin-1-yl)methyl)pyridin